NCCOCCOCCOCCC(=O)N[C@@H](CC(O)=O)C(=O)N1[C@@H](CCC1)C(=O)N[C@@H](C(C)C)C(=O)[O-] (3-{2-[2-(2-aminoethoxy)ethoxy]ethoxy}propanoyl)-L-alpha-aspartyl-L-prolyl-L-valinate